rac-3-[6-chloro-3-[3-(trifluoromethyl)phenoxy]pyridazin-4-yl]-5-[(2,4-dimethyl-phenyl)methyl]-1,4,5,6-tetrahydro-1,2,4-triazine ClC1=CC(=C(N=N1)OC1=CC(=CC=C1)C(F)(F)F)C1=NNC[C@H](N1)CC1=C(C=C(C=C1)C)C |r|